o-phenylenedibenzaldehyde C1(=C(C=CC=C1)C1=C(C=O)C=CC=C1)C1=C(C=O)C=CC=C1